(3S,10S)-7-(4-acryloylpiperazin-1-yl)-10-(5-chloro-2,4-difluorophenyl)-3-((4-ethylpiperazin-1-yl)methyl)-9-(trifluoromethyl)-2,3-dihydro-5H-[1,4]thiazino[2,3,4-ij]quinazolin-5-one C(C=C)(=O)N1CCN(CC1)C1=NC(N2C3=C(C(=C(C=C13)C(F)(F)F)C1=C(C=C(C(=C1)Cl)F)F)SC[C@@H]2CN2CCN(CC2)CC)=O